ethyl 5-hydroxy-1-methyl-pyrazole-4-carboxylate OC1=C(C=NN1C)C(=O)OCC